C1(CC1)C=1C(=NN(C(C1)=O)[C@H](C(=O)O)CC(C)C)CCN1CC(C1)F (S)-2-(4-cyclopropyl-3-(2-(3-fluoroazetidin-1-yl)ethyl)-6-oxopyridazine-1(6H)-yl)-4-methylpentanoic acid